C1(=CC=CC=C1)C(C)(CCC(C)(O)C1=CC=CC=C1)O 2,5-Diphenylhexane-2,5-diol